CC1(C(N(CC1)C(=O)NC1=CC=C(C(=N1)C)OC1=CC(=NC=C1)N(C(OC(C)(C)C)=O)C)=O)C tert-butyl (4-((6-(3,3-dimethyl-2-oxopyrrolidine-1-carboxamido)-2-methylpyridin-3-yl)oxy)pyridin-2-yl)(methyl)carbamate